tert-butyl (2-((5-fluoro-3-((2R,4S)-4-fluoro-1-(3-nitropyrazolo[1,5-a]pyrimidin-5-yl)pyrrolidin-2-yl)pyridin-2-yl)oxy)ethyl)carbamate FC=1C=C(C(=NC1)OCCNC(OC(C)(C)C)=O)[C@@H]1N(C[C@H](C1)F)C1=NC=2N(C=C1)N=CC2[N+](=O)[O-]